N1C=NC=2N=NNC2C1=O 8-azahypoxanthine